NCCOCCOCCNC12CC3CC(CC(C1)C3)C2 (1s,3s)-N-(2-(2-(2-aminoethoxy)ethoxy)ethyl)adamantan-1-amine